C(C1=CC=CC=C1)(=O)OC[C@H]1O[C@@H]([C@@H](C1)OC(C)=O)N1C=2N=C(NC(C2N(C1=O)CC#C)=O)NC(C)=O |&1:12| ((2S,4R,SR)-5-(2-acetamido-6,8-dioxo-7-(prop-2-yn-1-yl)-1,6,7,8-tetrahydro-9H-purin-9-yl)-4-acetoxytetrahydrofuran-2-yl)methyl benzoate